ClC=1C=C(C#N)C=C(C1)CO 3-chloro-5-(hydroxymethyl)benzonitrile